C(N)(=O)C=1C(=NN2C1N=CC(=C2)C(=O)O)C2=CC=C1C=CC(=NC1=C2)C2=CC=CC=C2 3-carbamoyl-2-(2-phenylquinolin-7-yl)pyrazolo[1,5-a]pyrimidine-6-carboxylic acid